5,7-dimethyl-1H-indol CC=1C=C2C=CNC2=C(C1)C